N-(1-(1-methoxyisoquinolin-5-yl)-5-(trifluoromethyl)-1H-pyrazol-4-yl)-2-(trifluoromethyl)isonicotinamide COC1=NC=CC2=C(C=CC=C12)N1N=CC(=C1C(F)(F)F)NC(C1=CC(=NC=C1)C(F)(F)F)=O